2-Methyl-3-phenyl-4,5,6,7-tetrahydro-2H-pyrazolo[3,4-c]pyridine CN1N=C2CNCCC2=C1C1=CC=CC=C1